CN(C/C=C/C(=O)N(C)C1=C2CN(CC2=CC=C1)C(=O)OC(C)(C)C)C tert-butyl (E)-4-(4-(dimethylamino)-N-methylbut-2-enamido)isoindoline-2-carboxylate